3,4,9,10-Perylenetetracarboxylic acid diimide C1=CC(=C2C(=CC=C3C4=CC=C(C=5C(=CC=C(C1=C23)C45)C(=O)O)C(=O)O)C(O)=N)C(O)=N